OC[C@H]1NC(OC1)=O (4R)-4-(Hydroxymethyl)oxazolidin-2-one